tris(methylcyclopentadienyl)cerium CC1(C=CC=C1)[Ce](C1(C=CC=C1)C)C1(C=CC=C1)C